COC=1C=C(C=CC1OCC1=CC=CC=C1)CCN 2-(3-methoxy-4-benzyloxyphenyl)ethylamine